N-(7-chloro-6-(1-(4-fluoro-3-methyltetrahydrofuran-3-yl)piperidin-4-yl)isoquinolin-3-yl)-2-cyanocyclobutane-1-carboxamide ClC1=C(C=C2C=C(N=CC2=C1)NC(=O)C1C(CC1)C#N)C1CCN(CC1)C1(COCC1F)C